N-{4-[7-{[(2R)-1,4-dioxan-2-yl]methoxy}-5-fluoro-3-(pyridin-2-yl)-1H-pyrrolo[3,2-b]pyridin-2-yl]pyridin-2-yl}-4,4-difluoro-2-(4-fluorophenyl)butanamide O1[C@H](COCC1)COC1=C2C(=NC(=C1)F)C(=C(N2)C2=CC(=NC=C2)NC(C(CC(F)F)C2=CC=C(C=C2)F)=O)C2=NC=CC=C2